5-(quinoxalin-6-yl)-N-((4r,7r)-1-oxaspiro[3.5]nonan-7-yl)-7H-pyrrolo[2,3-d]pyrimidin-2-amine N1=CC=NC2=CC(=CC=C12)C1=CNC=2N=C(N=CC21)NC2CCC1(CCO1)CC2